1,2-dihydroxy-6-methylcyclohexa-3,5-dienecarboxylate OC1(C(C=CC=C1C)O)C(=O)[O-]